NC[C@]1(CN(CC1)C1=NN2C(S1)=NC=C2C=2C(=NC(=CC2)C(C)C)OC)O (R)-3-(aminomethyl)-1-(5-(6-isopropyl-2-methoxypyridin-3-yl)imidazo[2,1-b][1,3,4]thiadiazol-2-yl)pyrrolidin-3-ol